5-Bromo-6-{5-[2-(tert-butyldimethylsilyl)ethynyl]-3-methylpyrazin-2-yl}-7-methyl-7H-pyrrolo[2,3-d]pyrimidin-4-amine BrC1=C(N(C=2N=CN=C(C21)N)C)C2=NC=C(N=C2C)C#C[Si](C)(C)C(C)(C)C